N1N=NN=C1C=1C=C2C(=CC=NC2=CC1)NC1=CC=C(C(=O)NC2=CC=C(C=C2)NC2=CC=NC=C2)C=C1 4-((6-(1H-tetrazol-5-yl)quinolin-4-yl)amino)-N-(4-(pyridin-4-ylamino)phenyl)benzamide